NC1=C(C(=NN1C1=NC=CC=C1)C1=CC=C(C=C1)Br)C#N 5-Amino-3-(4-bromophenyl)-1-(2-pyridinyl)pyrazole-4-carbonitrile